C(CC)NOCCNC(OC1CCC1)=O cyclobutyl (2-((propylamino)oxy)ethyl)carbamate